1-(5-bromo-2-methyl-1,2,4-triazol-3-yl)-4,4-difluoro-piperidine BrC=1N=C(N(N1)C)N1CCC(CC1)(F)F